ClC=1C=C(C=CC1Cl)[C@@H]1CC[C@@H](C2=CC=CC=C12)N(C(CCCCC1=C(C=CC=C1)P(C1=CC=CC=C1)C1=CC=CC=C1)=O)C (5-(((1S,4S)-4-(3,4-dichlorophenyl)-1,2,3,4-tetrahydronaphthalen-1-yl)(methyl)amino)-5-oxopentyl)triphenylphosphine